FC(=C(F)F)OC(C(Br)(F)F)(F)F Perfluoro(2-bromoethoxy)ethene